6-carboxymethoxy-1,3-diaminobenzene C(=O)(O)COC1=CC=C(C=C1N)N